tridecyl alcohol acrylate C(C=C)(=O)OCCCCCCCCCCCCC